pentalene-4-carboxylic acid ((S)-1-hydroxymethyl-2,2-dimethyl-propyl)-amide OC[C@H](C(C)(C)C)NC(=O)C=1C2=CC=CC2=CC1